methyl 2,6-dimethyl-5-nitro-4-[2-(trifluoromethyl)phenyl]-1,4-dihydropyridine-3-carboxylate CC=1NC(=C(C(C1C(=O)OC)C1=C(C=CC=C1)C(F)(F)F)[N+](=O)[O-])C